COC1=CC=C(C=C1)SC=1C2=C(N=CN1)N(C(=C2)P(C2=CC=CC=C2)(C2=CC=CC=C2)=O)C (4-((4-methoxyphenyl)thio)-7-methyl-7H-pyrrolo[2,3-d]Pyrimidin-6-yl)diphenyl-phosphine oxide